(1S,2R,4R)-7-Oxa-bicyclo[2.2.1]heptane-2-carboxylic Acid [(R)-2-(7-chloro-benzofuran-3-yl)-1-((1S,2S,6R,8S)-2,9,9-trimethyl-3,5-dioxa-4-bora-tricyclo[6.1.1.02,6]dec-4-yl)-ethyl]-amide ClC1=CC=CC=2C(=COC21)C[C@@H](B2O[C@]1([C@@H]3C([C@H](C[C@H]1O2)C3)(C)C)C)NC(=O)[C@H]3[C@@H]2CC[C@H](C3)O2